N-[2-(1,6-dimethyl-1H-indol-3-yl)ethyl]-2-azabicyclo[2.2.1]heptane-2-sulfonamide CN1C=C(C2=CC=C(C=C12)C)CCNS(=O)(=O)N1C2CCC(C1)C2